4-(4-(dimethoxymethyl)piperidin-yl)benzoic acid COC(C1CCN(CC1)C1=CC=C(C(=O)O)C=C1)OC